1-(benzyloxy)-8-bromo-2-fluoro-6-methoxynaphthalene C(C1=CC=CC=C1)OC1=C(C=CC2=CC(=CC(=C12)Br)OC)F